2-[3-(methoxymethoxy)-1-naphthyl]-4,4,5,5-tetramethyl-1,3,2-dioxaborolane COCOC=1C=C(C2=CC=CC=C2C1)B1OC(C(O1)(C)C)(C)C